9-(2-bromo-1-isopropylbenzimidazol-4-yl)-carbazole BrC1=NC2=C(N1C(C)C)C=CC=C2N2C1=CC=CC=C1C=1C=CC=CC21